3-{3-chloro-5-methyl-6H,7H-pyrrolo[2,3-c]Pyridazin-5-yl}azetidine-1-carboxylic acid ClC1=CC2=C(N=N1)NCC2(C)C2CN(C2)C(=O)O